chloro(indan-5-yl)zinc Cl[Zn]C=1C=C2CCCC2=CC1